C1(CC1)OC1=CC=C2C(=NN(C2=C1)C1=CC=C(C=C1)C(F)(F)F)CNC(CC)=O N-[[6-(cyclopropoxy)-1-[4-(trifluoromethyl)phenyl]indazol-3-yl]methyl]propanamide